Ethyl 2-(10-bromo-7,8-dichloro-6-methyl-2-oxo-1,2,3,4,5,6-hexahydroazepino[4,5-b]indol-5-yl)acetate BrC=1C=2C3=C(N(C2C(=C(C1)Cl)Cl)C)C(CNC(C3)=O)CC(=O)OCC